CC1=C(C(=CC=C1)C)C1=CC(=CC=C1)[C@H](CC(=O)O)NC(C(CC(C)C)N1C(C=CC(=C1)CCN1CC(C1)F)=O)=O (3S)-3-(2',6'-dimethyl-[1,1'-biphenyl]-3-yl)-3-(2-(5-(2-(3-fluoroazetidin-1-yl)ethyl)-2-oxopyridin-1(2H)-yl)-4-methylpentanamido)propanoic acid